1-(benzo[b]thiophen-2-yl)-2-(2,4-dimethoxyphenyl)prop-2-en-1-one S1C2=C(C=C1C(C(=C)C1=C(C=C(C=C1)OC)OC)=O)C=CC=C2